C(C)(C)(C)OC(=O)N1CC(C(CC1)NC(=O)C1=C(OC2=C1C=C(C=C2)OCC2=CC=CC=C2)C)F 4-(5-(benzyloxy)-2-methylbenzofuran-3-carboxamido)-3-fluoropiperidine-1-carboxylic acid tert-butyl ester